FC(C1(CC1)N1N=NC(=C1)C1=CC=C(C(=O)O)C=C1)(F)F 4-(1-(1-(trifluoromethyl)cyclopropyl)-1H-1,2,3-triazol-4-yl)benzoic acid